[2-(CYCLOPENTYLOXY)-5-METHYLPHENYL]BORANEDIOL C1(CCCC1)OC1=C(C=C(C=C1)C)B(O)O